(6-bromo-2,3-dihydrobenzofuran-3-yl)-methylamine BrC1=CC2=C(C(CO2)NC)C=C1